ClC=1C=C(C=C(C1)NS(=O)(=O)C)C1=C(C(=O)N)C=CC=C1C1=CC(=NC=C1)Cl (3-chloro-5-(methylsulfonylamino)phenyl)-3-(2-chloropyridin-4-yl)benzamide